ethyl 6-chloro-8-((4-methoxybenzyl)(methyl)amino)imidazo[1,2-b]pyridazine-3-carboxylate ClC=1C=C(C=2N(N1)C(=CN2)C(=O)OCC)N(C)CC2=CC=C(C=C2)OC